(3aS,3bR,4S,7R,7aR)-7-methyl-3-methylene-4-(propan-2-yl)octahydro-1H-cyclopenta[1,3]cyclopropa[1,2]benzene C[C@@H]1CC[C@H]([C@H]2[C@]13[C@@H]2C(CC3)=C)C(C)C